C(C)(C)(C)OC(CC1=C(C=CC(=C1)F)NC(=O)C=1C=CC(=C(C(=O)O)C1)N1CCCCC1)=O 5-[[2-(2-Tert-butoxy-2-oxo-ethyl)-4-fluoro-phenyl]carbamoyl]-2-(1-piperidyl)benzoic acid